6-(3-chloro-5-isopropylisoquinolin-8-yl)-1-thia-6-azaspiro[3.3]heptane ClC=1N=CC2=C(C=CC(=C2C1)C(C)C)N1CC2(CCS2)C1